(R)-10-cyclobutyl-11-methyl-8-phenyl-8,9,10,11-tetrahydro-5H-benzo[3,4]chromeno[7,6-f][1,2,5]thiadiazepine-2-carboxylic acid 12,12-dioxide C1(CCC1)[C@H]1N(S(C2=C(N(C1)C1=CC=CC=C1)C=C1OCC3=C(C1=C2)C=C(C=C3)C(=O)O)(=O)=O)C